S(C)(=O)(=O)O.S(C)(=O)(=O)O.N1C=NC(=C1)CCNC(CC(=O)NCCC=1N=CNC1)=O N,N'-bis-[2-(1H-imidazol-4-yl)ethyl]propanediamide dimesylate